(((6-((2-octyldodecyl) oxy)-6-oxohexyl) oxycarbonyl) amino) hexanoate C(CCCCC)(=O)ONC(=O)OCCCCCC(=O)OCC(CCCCCCCCCC)CCCCCCCC